FC(C1=CC2=C([C@@H](CO2)N(C(OC(C)(C)C)=O)C)C=C1)F (S)-tert-butyl (6-(difluoromethyl)-2,3-dihydrobenzofuran-3-yl)(methyl)carbamate